methyl 2-[(6-(3'-((7-bromo-2-(difluoromethyl)pyrido[3,2-d]pyrimidin-4-yl)amino)-2'-methyl-[1,1'-biphenyl]-3-yl)-2-methoxypyridin-3-yl)methyl]-2-azabicyclo[2.2.2]octane-4-carboxylate BrC1=CC=2N=C(N=C(C2N=C1)NC=1C(=C(C=CC1)C1=CC(=CC=C1)C1=CC=C(C(=N1)OC)CN1C2CCC(C1)(CC2)C(=O)OC)C)C(F)F